C1(CC1)CNCC=1C=C(C(N(C1)C1=CC=C(C=C1)F)=O)C(=O)NC1=C(C=CC(=C1)C1(CC(C1)(C)C)C1=NN=CN1C)F 5-(((Cyclopropylmethyl)amino)methyl)-N-(5-(3,3-dimethyl-1-(4-methyl-4H-1,2,4-triazol-3-yl)cyclobutyl)-2-fluorophenyl)-1-(4-fluorophenyl)-2-oxo-1,2-dihydropyridine-3-carboxamide